COC1=CC=C(C=C1)/C=C/C=C/C(=O)O (2E,4E)-5-(4-methoxyphenyl)penta-2,4-dienoic acid